[Na].CC(N)CC1=CNC=N1 alpha-methyl-histamine sodium